OC(C(C(=O)[O-])=O)C1=CC=CC=C1 HYDROXYPHENYLPYRUVATE